CS(=O)(=O)N1C=C(C=C1)C(=O)NCC(NC=1SC=C(N1)C=1C=NN(C1)C1=CC=NC=C1)=O 1-(methylsulfonyl)-N-(2-oxo-2-((4-(1-(pyridin-4-yl)-1H-pyrazol-4-yl)thiazol-2-yl)amino)ethyl)-1H-pyrrole-3-carboxamide